BrC=1C(=C(C=CC1F)NS(=O)(=O)C=1C=2CC[C@H](C2C=C(C1)Cl)O)F (1R)-N-(3-bromo-2,4-difluorophenyl)-6-chloro-1-hydroxy-2,3-dihydro-1H-indene-4-sulfonamide